C(C)(C)(C)C1=CC(=NO1)NC(=O)NC1=CC=C(C=C1)C(=O)C1=CN=C2N1C=CC(=C2)CC 1-(5-(tert-butyl)isoxazol-3-yl)-3-(4-(7-ethylimidazo[1,2-a]pyridine-3-carbonyl)phenyl)urea